Hexyl Chloroformate ClC(=O)OCCCCCC